(S)-2-(1-(6-amino-2-oxo-3,4-dihydroquinolin-1(2H)-yl)ethyl)benzonitrile NC=1C=C2CCC(N(C2=CC1)[C@@H](C)C1=C(C#N)C=CC=C1)=O